C(C)OCCCCCOCC 1,5-diethoxypentane